C(OC1=CC=2CCCC(C2C=C1)C)([O-])=O 5-methyl-5,6,7,8-tetrahydronaphthalen-2-yl carbonate